2-(2-(((allyloxy)carbonyl)amino)-4-(((tert-butyldimethylsilyl)oxy)methyl)phenoxy)-6-(methoxycarbonyl)tetrahydro-2H-pyran-3,4,5-triyl triacetate C(C)(=O)OC1C(OC(C(C1OC(C)=O)OC(C)=O)C(=O)OC)OC1=C(C=C(C=C1)CO[Si](C)(C)C(C)(C)C)NC(=O)OCC=C